2-(3-(ethoxycarbonyl)-5-imino-4,5-dihydro-1H-pyrazol-1-yl)-6-(trifluoromethyl)nicotinic acid C(C)OC(=O)C1=NN(C(C1)=N)C1=C(C(=O)O)C=CC(=N1)C(F)(F)F